S1C=NC=C1N1CCN(CC1)C(=O)OC(C)(C)C tert-butyl 4-(thiazol-5-yl)piperazine-1-carboxylate